(S)-3-(2-chlorophenyl)-1-(4-fluorophenyl)-N-(3-methyl-1,1-dioxidotetrahydrothiophen-3-yl)-1H-pyrrolo[2,3-b]pyridine-6-carboxamide ClC1=C(C=CC=C1)C1=CN(C2=NC(=CC=C21)C(=O)N[C@@]2(CS(CC2)(=O)=O)C)C2=CC=C(C=C2)F